1-(1,3-Dimethyl-2-oxoindolin-3-yl)-3-methyloctane-2,7-dione CN1C(C(C2=CC=CC=C12)(C)CC(C(CCCC(C)=O)C)=O)=O